2'-oxo-2',3'-dihydro-1'h-[1,5'-bi-benzo[d]imidazole]-5-carboxylic acid methyl ester COC(=O)C1=CC2=C(N(C=N2)C2=CC3=C(NC(N3)=O)C=C2)C=C1